N,N'-bis(dibenzofuran-2-yl)-N,N'-diphenyl-pyrene-1,6-diamine C1=C(C=CC=2OC3=C(C21)C=CC=C3)N(C3=CC=C2C=CC=1C(=CC=C4C=CC3=C2C14)N(C1=CC=CC=C1)C1=CC4=C(OC2=C4C=CC=C2)C=C1)C1=CC=CC=C1